tert-butyl (1-(8-(4-(trifluoromethyl)phenyl)imidazo[1,2-a]pyrazin-6-yl)pyrrolidin-3-yl)carbamate FC(C1=CC=C(C=C1)C=1C=2N(C=C(N1)N1CC(CC1)NC(OC(C)(C)C)=O)C=CN2)(F)F